FC(C(=O)[O-])(F)F.[Bi+3].FC(C(=O)[O-])(F)F.FC(C(=O)[O-])(F)F Bismuth trifluoroacetate